1-((6-(1-(2,6-dichlorophenyl)azetidin-3-yl)-4-methylpyridin-3-yl)methyl)-piperidine-4-carboxylic acid ClC1=C(C(=CC=C1)Cl)N1CC(C1)C1=CC(=C(C=N1)CN1CCC(CC1)C(=O)O)C